[Br-].C(C1=CC=CC=C1)(C1=CC=CC=C1)N1CC=CC=C1 N-benzhydryl-pyridine bromide